FC(C(=O)NC1=C(C=CC=C1I)F)(F)F 2,2,2-trifluoro-N-(2-fluoro-6-iodophenyl)acetamide